1-(4-(2,6-dioxopiperidin-3-yl)-3,5-difluorophenyl)azetidin-3-yl(3-chloro-5-fluorophenyl)carbamate O=C1NC(CCC1C1=C(C=C(C=C1F)N1CC(C1)N(C([O-])=O)C1=CC(=CC(=C1)F)Cl)F)=O